N1(CCN(CC1)C(=O)OC(C)(C)C)C(=O)OC=1C=CC2=C(C1)OC(C=1C2N2N(CC1)C(N(C2=O)C2=CC=C(C=C2)C(C)=O)=O)(C)C 1-(2-(4-Acetylphenyl)-7,7-dimethyl-1,3-dioxo-2,3,5,12b-tetrahydro-1H,7H-chromeno[4,3-c][1,2,4]triazolo[1,2-a]pyridazin-10-yl) 4-(tert-butyl) piperazine-1,4-dicarboxylate